L-1,3-dicyclohexylimidazole tetrafluoroborate F[B-](F)(F)F.C1(CCCCC1)N1CN(C=C1)C1CCCCC1